1,4-dioxaspiro[4.5]deca-7-en O1CCOC12CC=CCC2